CC(C[C@@H](CC(=O)O)C1=CC=CC=C1)C (S)-5-methyl-3-phenylhexanoic acid